FC(C(=O)N1[C@H]2CC(C[C@@H]1CC2)C(=O)NCCO)(C2=C(C=CC(=C2)C(NC2=CC(=C(C=C2)F)C)=O)F)F (1R,3s,5S)-8-(2,2-difluoro-2-(2-fluoro-5-((4-fluoro-3-methylphenyl)carbamoyl)phenyl)acetyl)-N-(2-hydroxyethyl)-8-azabicyclo[3.2.1]octane-3-carboxamide